N-(6-((3-cyclopropylquinolin-6-yl)methyl)pyrimidin-4-yl)acetamide pyrimidin-2-yl-piperazine-1-carboxylate N1=C(N=CC=C1)OC(=O)N1CCNCC1.C1(CC1)C=1C=NC2=CC=C(C=C2C1)CC1=CC(=NC=N1)NC(C)=O